C(C)N(C(C1=C(C=CC(=C1)F)OC=1C(=NC=NC1)N1CC2(CC1)CN(CC2)CC2=CC1=C(NC(N1)=O)C=C2)=O)CC N,N-diethyl-5-fluoro-2-((4-(7-((2-oxo-2,3-dihydro-1H-benzo[d]imidazol-5-yl)methyl)-2,7-diazaspiro[4.4]nonan-2-yl)pyrimidin-5-yl)oxy)benzamide